C(#N)C=1C=CC2=C(N(N=N2)C(=O)N2CCN(CC2)C(C2=CC=C(C#N)C=C2)C2=CC=C(C#N)C=C2)C1 4,4'-((4-(6-cyano-1H-benzo[d][1,2,3]triazole-1-carbonyl)piperazin-1-yl)methylene)dibenzonitrile